methyl methoxymethylglycolate COCC(C(=O)OC)O